2'-chloro-5'-methoxy-6-(4-methyl-8-oxo-4,7-diazaspiro[2.5]oct-7-yl)-[4,4'-bipyridine]-3-carboxylic acid ClC1=NC=C(C(=C1)C1=C(C=NC(=C1)N1CCN(C2(CC2)C1=O)C)C(=O)O)OC